C(C=C)(=O)OC1=C(C=C(C=C1)/C=C/C1C(/C(/CC1)=C/C1=C(C=C(C=C1)OC(C=C)=O)OC)=O)OC 4-((E)-(3-((E)-4-(acryloyloxy)-2-methoxybenzylidene)-2-oxocyclopentylmethylene) methyl)-2-methoxyphenyl acrylate